(1aR,5aR)-2-(2,4-Difluoro-phenyl)-1a,2,5,5a-tetrahydro-1H-2,3-diaza-cyclopropa[a]pentalene-4-carboxylic acid [(R)-2-hydroxy-1-((S)-hydroxymethyl)-propyl]-amide OC([C@@H](CO)NC(=O)C=1C=2C[C@@H]3[C@H](C2N(N1)C1=C(C=C(C=C1)F)F)C3)C